4-((3aS,4R,6aR)-4-((2-((S)-2-amino-3-phenylpropanoyloxy)ethoxy)carbonyl)octahydropyrrolo[2,3-c]pyrrol-4-yl)butylboronic acid N[C@H](C(=O)OCCOC(=O)[C@]1([C@@H]2[C@H](CN1)NCC2)CCCCB(O)O)CC2=CC=CC=C2